C(C)N1CCC(CC1)C=1SC2=C(N1)C=C(C=C2)B2OC(C(O2)(C)C)(C)C 2-(1-ethylpiperidin-4-yl)-5-(4,4,5,5-tetramethyl-1,3,2-dioxaborolan-2-yl)benzo[d]thiazole